C1=NC(=CC2=CC=CC=C12)C=1N=C(C2=C(N1)CCC2)N(CC(=O)NC=2C=NC=C(C2)OC(F)(F)F)C 2-{[2-(isoquinolin-3-yl)-5H,6H,7H-cyclopenta[d]pyrimidin-4-yl](methyl)amino}-N-[5-(trifluoromethoxy)pyridin-3-yl]acetamide